1-(bis(3-(dimethylamino)propyl)amino)-3,3-dimethylbutan-2-one CN(CCCN(CC(C(C)(C)C)=O)CCCN(C)C)C